2-(TERT-BUTOXYCARBONYLAMINO)-THIOPHENE-3-BORONIC ACID C(C)(C)(C)OC(=O)NC=1SC=CC1B(O)O